12-bromo-18,20-difluoro-13-hydroxy-4,7-dimethyl-15,15-dioxo-8-oxa-15λ6-thia-4,5,16-triazatetracyclo[15.3.1.110,14.02,6]docosa-1(21),2,5,10,12,14(22),17,19-octaen-9-one BrC=1C=C2C(OC(C3=NN(C=C3C=3C(=CC(=C(NS(C(C1O)=C2)(=O)=O)C3)F)F)C)C)=O